5-(1H-imidazol-1-yl)-1H-pyrrolo[3,2-b]Pyridine-7-carboxylic acid methyl ester COC(=O)C1=C2C(=NC(=C1)N1C=NC=C1)C=CN2